(2,6-difluorophenyl)-methanone FC1=C(C(=CC=C1)F)C=O